4-(7-chloro-4-quinolinyl)-N1-ethyl-N1-(2-(1-pyrrolidinyl)ethyl)pentane-1,4-diamine ClC1=CC=C2C(=CC=NC2=C1)C(CCCN(CCN1CCCC1)CC)(C)N